BrC=1C=C2C=CC(=NC2=C(C1)C#N)OC1=CC=C(C=C1)S(=O)(=O)C 6-bromo-2-(4-(methylsulfonyl)phenoxy)quinoline-8-carbonitrile